C1(CC1)C1=C(C=C(C(=C1)[N+](=O)[O-])OC)N1CCC(CC1)CN1CC2CNCC2C1 2-((1-(2-cyclopropyl-5-methoxy-4-nitrophenyl)piperidin-4-yl)methyl)octahydropyrrolo[3,4-c]pyrrole